heptadecan-9-yl 8-((2-hydroxy-6-(1H-pyrrole-3-carboxamido)hexyl)(6-((9-methyldecyl)oxy)-6-oxohexyl)Amino)octanoate OC(CN(CCCCCCCC(=O)OC(CCCCCCCC)CCCCCCCC)CCCCCC(=O)OCCCCCCCCC(C)C)CCCCNC(=O)C1=CNC=C1